2-hexyl-1,2,3,4,4a,5,8,8a-octahydro-1,4:5,8-dimethanonaphthalene C(CCCCC)C1C2C3C4C=CC(C3C(C1)C2)C4